tert-Butyl ((6-((3-((5-ethyl-2-methoxyphenyl)sulfonamido)-4-methoxybenzo[d]isoxazol-6-yl)oxy)pyridin-2-yl)methyl)carbamate C(C)C=1C=CC(=C(C1)S(=O)(=O)NC1=NOC2=C1C(=CC(=C2)OC2=CC=CC(=N2)CNC(OC(C)(C)C)=O)OC)OC